CC1=C(C=CC(=C1)C)C1=NN(C=C1)C=1C=CC(=C(CNC(OC)=O)C1)C methyl {5-[3-(2,4-dimethylphenyl)-1H-pyrazol-1-yl]-2-methyl-benzyl}carbamate